5-[3-[[2-methyl-5-(trifluoromethyl)pyrazol-3-yl]amino]-1,2,4-triazol-4-yl]-4,5,6,7-tetrahydro-1-benzothiophene-3-carboxamide CN1N=C(C=C1NC1=NN=CN1C1CCC2=C(C(=CS2)C(=O)N)C1)C(F)(F)F